3-((2-(4-amino-6-bromo-5-(3-fluoro-4-((6-methylpyridin-2-yl)oxy)phenyl)-7H-pyrrolo[2,3-d]pyrimidin-7-yl)ethyl)amino)piperidine-1-carboxylic acid tert-butyl ester C(C)(C)(C)OC(=O)N1CC(CCC1)NCCN1C(=C(C2=C1N=CN=C2N)C2=CC(=C(C=C2)OC2=NC(=CC=C2)C)F)Br